OCCN(CCO)CCOC1=NC(=NC(=N1)C(Cl)(Cl)Cl)C(Cl)(Cl)Cl 2-(2-(N,N-bis(2-hydroxyethyl)amino)ethoxy)-4,6-bis(trichloromethyl)-s-triazine